[Al].[Fe].[Fe] iron iron-aluminum